octahydro-2H-pyrido[1,2-a]pyrazine C1C2N(CCN1)CCCC2